N=1C(CC=C(C1)C(=O)O)C(=O)O.COC1=C(C=CC=C1)C1CCCCC1 5-(methoxyphenyl)cyclohexane Pyridine-2,5(3H)-dicarboxylate